N-(4-(4-amino-7-(4-(morpholine-4-carbonyl)bicyclo[2.2.2]octan-1-yl)imidazo[5,1-f][1,2,4]triazin-5-yl)benzyl)-5-fluoro-2-methoxybenzamide NC1=NC=NN2C1=C(N=C2C21CCC(CC2)(CC1)C(=O)N1CCOCC1)C1=CC=C(CNC(C2=C(C=CC(=C2)F)OC)=O)C=C1